2-(hexahydropyrrolizin-7a-yl)ethanamine C1CCN2CCCC12CCN